3-(4-Fluoro-3-methylphenyl)-1-methyl-1-(1-(3-methyl-1-oxo-1,2-dihydroisoquinolin-4-yl)ethyl)urea FC1=C(C=C(C=C1)NC(N(C(C)C1=C(NC(C2=CC=CC=C12)=O)C)C)=O)C